4-methyl-2-(4-{[(3S,3aR,6S,6aR)-6-(prop-2-yn-1-yloxy)hexahydrofuro[3,2-b]furan-3-yl]oxy}-3-(1H-tetrazol-1-yl)phenyl)thiazole-5-carboxylic acid CC=1N=C(SC1C(=O)O)C1=CC(=C(C=C1)O[C@@H]1[C@@H]2[C@H](OC1)[C@H](CO2)OCC#C)N2N=NN=C2